di-thiocatechol C=1(S)C(S)=CC=CC1